(S or R)-4-fluoro-N-((3-(2-(5-fluorothiophen-2-yl)ethyl)-1-(2-(6-methylpyridin-3-yl)propan-2-yl)pyrrolidin-3-yl)methyl)benzene-sulfonamide FC1=CC=C(C=C1)S(=O)(=O)NC[C@@]1(CN(CC1)C(C)(C)C=1C=NC(=CC1)C)CCC=1SC(=CC1)F |o1:12|